BrC1=NN(C=C1[N+](=O)[O-])C 3-Bromo-1-methyl-4-nitro-pyrazole